7-[3-(trifluoromethyl)phenoxy]-2,3-dihydro-[1,4]dioxino[2,3-b]pyridine-8-carboxylic acid FC(C=1C=C(OC=2C(=C3C(=NC2)OCCO3)C(=O)O)C=CC1)(F)F